ClC=1C=CC2=C(N(C(N2)=O)C(=O)OCCCC)C1 butyl 6-chloro-2-oxo-2,3-dihydro-1H-benzo[d]imidazole-1-carboxylate